N-(stearoylcarbamoylmethyl)pyridinium chloride [Cl-].C(CCCCCCCCCCCCCCCCC)(=O)NC(=O)C[N+]1=CC=CC=C1